Methyl (5S)-2-(4-methylbenzyl)-3-oxo-2,5,6,7-tetrahydro-3H-pyrrolo[2,1-c][1,2,4]triazole-5-carboxylate CC1=CC=C(CN2N=C3N(C2=O)[C@@H](CC3)C(=O)OC)C=C1